Barium chromat [Cr](=O)(=O)([O-])[O-].[Ba+2]